Fmoc-(1R,2S,5S)-6,6-dimethyl-3-Azabicyclo[3.1.0]Hexane-2-carboxylic acid tert-butyl ester C(C)(C)(C)OC(=O)[C@@H]1[C@@]2(C([C@@H]2CN1)(C)C)C(=O)OCC1C2=CC=CC=C2C2=CC=CC=C12